N-(2-(ethylseleno)-1-phenylethyl)aniline C(C)[Se]CC(C1=CC=CC=C1)NC1=CC=CC=C1